FC1(CCC1)CNC1=NN2C(C=N1)=C(C=C2)C=2C=CC=1N(C2)C(=CN1)C(=O)N1CCCC1 (6-(2-(((1-fluorocyclobutyl)methyl)amino)pyrrolo[2,1-f][1,2,4]triazin-5-yl)imidazo[1,2-a]pyridin-3-yl)(pyrrolidin-1-yl)methanone